3-(8-amino-2-(benzo[d]oxazol-4-ylmethyl)-5-(pyrimidin-4-yl)-[1,2,4]triazolo[1,5-a]pyrazin-6-yl)benzonitrile NC=1C=2N(C(=C(N1)C=1C=C(C#N)C=CC1)C1=NC=NC=C1)N=C(N2)CC2=CC=CC1=C2N=CO1